tert-butyl (R)-6-phenyl-4-azaspiro[2.4]heptane-4-carboxylate C1(=CC=CC=C1)[C@@H]1CN(C2(CC2)C1)C(=O)OC(C)(C)C